ClC=1C2=C(N=CN1)NCC21CCC1 4'-chloro-6',7'-dihydrospiro[cyclobutane-1,5'-pyrrolo[2,3-d]pyrimidine]